1-(2-Chlorophenyl)-7-cyclopropyl-4-((1-methyl-1H-pyrazol-5-yl)amino)-2-oxo-1,2-dihydroquinazolin-6-carbonitrile ClC1=C(C=CC=C1)N1C(N=C(C2=CC(=C(C=C12)C1CC1)C#N)NC1=CC=NN1C)=O